CN1N=CC=C1SC 1-methyl-5-(methylthio)-1H-pyrazole